N[C@@H]1C2=CC(=C(C=C2CC12CCN(CC2)C2=NC(=C(N=C2)SC2=C(C(=NC=C2)N)Cl)N)F)P(C)(C)=O (S)-(1-amino-1'-(6-amino-5-((2-amino-3-chloropyridin-4-yl)thio)pyrazin-2-yl)-5-fluoro-1,3-dihydrospiro[indene-2,4'-piperidin]-6-yl)dimethylphosphine oxide